(Z)-1-(3-(5-(dimethylamino)-2-(trifluoromethyl)phenyl)-4-oxothiazolidin-2-ylidene)-3-(4-(1-(4-(trifluoromethoxy)phenyl)-1H-1,2,3-triazol-4-yl)phenyl)urea CN(C=1C=CC(=C(C1)N1/C(/SCC1=O)=N/C(=O)NC1=CC=C(C=C1)C=1N=NN(C1)C1=CC=C(C=C1)OC(F)(F)F)C(F)(F)F)C